Ethyltriphenylacetic acid C(C)C1=C(C=CC=C1)C(C(=O)O)(C1=CC=CC=C1)C1=CC=CC=C1